(trimethylsilyl)[3-(methyldibutoxysilyl)propyl]sulfide C[Si](C)(C)SCCC[Si](OCCCC)(OCCCC)C